OC1=CC=C2[C@@H]([C@@H](COC2=C1)C1=CC=CC=C1)C1=CC=C(C=C1)N1CCN(CC1)CC=1C=C(C=CC1)N1C(NC(CC1)=O)=O 1-(3-((4-(4-((3R,4S)-7-hydroxy-3-phenylchroman-4-yl)phenyl)piperazin-1-yl)methyl)phenyl)dihydropyrimidine-2,4(1H,3H)-dione